BrC1=CC=2N(C=C1)N=C(N2)NC 7-bromo-N-methyl-[1,2,4]triazolo[1,5-a]pyridin-2-amine